N-[1-(2-cyclopropylpyridin-4-yl)-1H-indazol-4-yl]-5-{[(2,2-dimethylpropanoyl)amino]methyl}-2-(trifluoromethyl)benzamide C1(CC1)C1=NC=CC(=C1)N1N=CC2=C(C=CC=C12)NC(C1=C(C=CC(=C1)CNC(C(C)(C)C)=O)C(F)(F)F)=O